(1S,3S,4S)-N-[(1R)-1-cyano-2-[(3R)-2-oxo-3-piperidyl]ethyl]-2-[(2S)-3-cyclopropyl-2-[(2,2,2-trifluoroacetyl)amino]propanoyl]-5,5-difluoro-2-azabicyclo[2.2.2]octane-3-carboxamide C(#N)[C@@H](C[C@@H]1C(NCCC1)=O)NC(=O)[C@H]1N([C@@H]2CC([C@H]1CC2)(F)F)C([C@H](CC2CC2)NC(C(F)(F)F)=O)=O